FC1CN(C1)CCC#CC1=C(C=C2C(=NC(=NC2=C1)N1CCCCC1)NC1CCN(CC1)C(C)C)OC 7-(4-(3-fluoroazetidin-1-yl)but-1-yn-1-yl)-N-(1-isopropylpiperidine-4-yl)-6-methoxy-2-(piperidine-1-yl)quinazolin-4-amine